NC1=NC=C2N(C(N(C2=N1)[C@@H]1O[C@@H](C[C@H]1O)CO)=O)CC1CC1 1-((2-Amino-9-((2R,3R,5S)-3-hydroxy-5-(hydroxymethyl)tetrahydrofuran-2-yl)-8-oxo-8,9-dihydro-7H-purin-7-yl)methyl)cyclopropan